BrC=1C(=C(C=C(C1)F)C=1C=C(C(=NC1)C1CC1)N1CC2(CC2)C(C1)(O)C)O 5-(5-(3-bromo-5-fluoro-2-hydroxyphenyl)-2-cyclopropylpyridin-3-yl)-7-methyl-5-azaspiro[2.4]heptan-7-ol